FC(C)(F)C1=NC(=CC(=N1)NC1=CC(=NC=C1OCCOC)NC(C)=O)C(C)C N-(4-((2-(1,1-difluoroethyl)-6-isopropylpyrimidin-4-yl)amino)-5-(2-methoxyethoxy)pyridin-2-yl)acetamide